2',4',6'-Trihydroxy-4-fluorochalcone OC1=C(C(/C=C/C2=CC=C(C=C2)F)=O)C(=CC(=C1)O)O